2-butyl-octanol 1,2,4a,5,6,7-hexahydro-8-oxa-3,5a,9,12,13c-pentazanaphtho[3,2,1-de]anthracene-3(4H)-carboxylate C1CN(CC2CN3CCOC=4N=C5C=CN=CC5=C(C34)N12)C(=O)OCC(CCCCCC)CCCC